nicotine beta-resorcylate C(C=1C(O)=CC(O)=CC1)(=O)O.N1=CC=CC(=C1)C1N(C)CCC1